C(C)(C)(C)C1N(CCC1N)C1=CC=C2C(=N1)OCC=1C=C(C=CC12)B1OC(C(O1)(C)C)(C)C tert-butyl-1-[8-(4,4,5,5-tetramethyl-1,3,2-dioxaborolan-2-yl)-6H-isochromeno[3,4-b]pyridin-3-yl]pyrrolidin-3-amine